N-(4-((2-(1,1-difluoroethyl)-6-methylpyrimidin-4-yl)amino)-5-(4-(methoxymethyl)thiazol-2-yl)pyridin-2-yl)acetamide FC(C)(F)C1=NC(=CC(=N1)NC1=CC(=NC=C1C=1SC=C(N1)COC)NC(C)=O)C